6-(8-((5-fluoroquinolin-3-yl)sulfonyl)-8-azaspiro[4.5]dec-2-yl)-2-oxa-6-azaspiro[3.3]heptane FC1=C2C=C(C=NC2=CC=C1)S(=O)(=O)N1CCC2(CCC(C2)N2CC3(COC3)C2)CC1